C(C)(C)C1=CN=C(S1)N1CCCCC1 (R)-1-(5-isopropylthiazol-2-yl)piperidin